[Cl-].[O+]1=CC=CC=C1 Pyranium chloride salt